FC(OC=1C=C2C=C[C@@H](OC2=CC1)C(F)(F)F)(F)F (R)-6-(Trifluoromethoxy)-2-(trifluoromethyl)-2H-chromen